[Cl-].C(C1=CC=CC=C1)[P+](C1=CC=CC=C1)(C1=CC=CC=C1)C1=CC=CC=C1 benzyl-tri-phenyl-phosphonium chloride